C(C)(C)C1C(CC(CC1)(C)C)C(=O)NCCC1=CC=CC=C1 2-isopropyl-5,5-dimethyl-N-phenethylcyclohexanecarboxamide